((6-hydroxyhexyl) (octadeca-9-en-1-yl) amino) pentyl-2-hexyldecanoate C(CCCC)C(C(=O)ON(CCCCCCCCC=CCCCCCCCC)CCCCCCO)(CCCCCCCC)CCCCCC